N1(CCNCC1)C1CCN(CC1)C1=CC=C(C=C1)C1C(NC(CC1)=O)=O 3-[4-(4-piperazin-1-yl-1-piperidyl)phenyl]piperidine-2,6-dione